C(C1=CC=CC=C1)OC1=CC=C(C(=O)C(C(=O)C2=C(C=C(C=C2OC)OC)O)OC(C2=CC=C(C=C2)OCC2=CC=CC=C2)=O)C=C1 [1-(4-benzyloxybenzoyl)-2-(2-hydroxy-4,6-dimethoxy-phenyl)-2-oxo-ethyl]4-benzyloxybenzoate